ClC=1C=C(C=CC1)CCN1C[C@H](NCC1)COC1=CC=C(C=C1)S(=O)(=O)CCCS(=O)(=O)C (3S)-1-[2-(3-chlorophenyl)ethyl]-3-{[4-(3-methanesulfonylpropanesulfonyl)phenoxy]methyl}piperazine